1,1,1,3,3,3-hexafluoropropan-2-yl (S)-1-(2-cyclopropyl-5,6,7,8-tetrahydropyrido[4,3-d]pyrimidine-6-carbonyl)-6-azaspiro[2.5]octane-6-carboxylate C1(CC1)C=1N=CC2=C(N1)CCN(C2)C(=O)[C@H]2CC21CCN(CC1)C(=O)OC(C(F)(F)F)C(F)(F)F